2-(4-(4-(2-(1-(5-(2,6-dioxopiperidin-3-yl)pyridin-2-yl)piperidin-4-yl)acetyl)piperazin-1-yl)phenyl)thiazol O=C1NC(CCC1C=1C=CC(=NC1)N1CCC(CC1)CC(=O)N1CCN(CC1)C1=CC=C(C=C1)C=1SC=CN1)=O